(1,1-dimethoxypropan-2-yl)benzene COC(C(C)C1=CC=CC=C1)OC